FC1=C(C(=CC(=C1)[N+](=O)[O-])F)N1CC2(CN(C2)C(=O)OC(C)(C)C)C1 tert-butyl 6-(2,6-difluoro-4-nitrophenyl)-2,6-diazaspiro[3.3]heptane-2-carboxylate